(S)-1-(2-(2-hydroxyethyl)-4-(3-((4-(trifluoromethyl)phenyl)amino)pyrazin-2-yl)piperazin-1-yl)prop-2-en-1-one OCC[C@@H]1N(CCN(C1)C1=NC=CN=C1NC1=CC=C(C=C1)C(F)(F)F)C(C=C)=O